2-amino-2-[4-(3-benzyloxyphenylthio)-2-chloro-phenyl]ethyl-propane-1,3-diol NC(CC(CCO)O)C1=C(C=C(C=C1)SC1=CC(=CC=C1)OCC1=CC=CC=C1)Cl